C(=O)(OCC)[C@H](O)[C@@H](O)C(=O)OCC diethyl L-(+)-tartrate